5-(N-(2-(7-(3-bromothiophene-2-carbonyl)-2,7-diazaspiro[3.5]nonan-2-yl)phenyl)-N-phenethylsulfamoyl)-3-methylbenzofuran-2-carboxylic acid ethyl ester C(C)OC(=O)C=1OC2=C(C1C)C=C(C=C2)S(N(CCC2=CC=CC=C2)C2=C(C=CC=C2)N2CC1(C2)CCN(CC1)C(=O)C=1SC=CC1Br)(=O)=O